NC=1C=2N(C3=CC(=CC=C3N1)C(=O)N(C)[C@@H]1COC3=C1C=CC(=C3F)C(F)(F)F)C(=NC2)C (S)-4-amino-N-(7-fluoro-6-(trifluoromethyl)-2,3-dihydrobenzofuran-3-yl)-N,1-dimethylimidazo[1,5-a]quinoxaline-8-carboxamide